C(C1=C(C(=CC(=C1)C)C(C)(C)C)O)C1=C(C(=CC(=C1)C)C(C)(C)C)O 2,2'-Methylenbis(4-methyl-6-t-butyl-phenol)